CC1=CS(C=C1)O 3-methyl-1-thiophenol